bis(2-hydroxyethyl)-tert-butylamine OCCN(C(C)(C)C)CCO